Tert-butyl 4-[[1-[1-(2,6-dioxo-3-piperidyl)-3-methyl-2-oxo-benzimidazol-5-yl]-4-piperidyl] methyl]piperazine-1-carboxylate O=C1NC(CCC1N1C(N(C2=C1C=CC(=C2)N2CCC(CC2)CN2CCN(CC2)C(=O)OC(C)(C)C)C)=O)=O